C(C)(C)C1CC=C(C1)CCC(=O)OCCCC butyl 3-(4-isopropylcyclopent-1-en-1-yl)propanoate